6-chloro-1-(3-(5-fluoropyrimidin-2-yl)phenyl)-1,2-dihydro-3H-pyrazolo[4,3-c]pyridin-3-one ClC1=CC2=C(C=N1)C(NN2C2=CC(=CC=C2)C2=NC=C(C=N2)F)=O